FC1=CC=C(CN2C(C(=C3N2C=CC(=N3)C)C=3C=C2C(=NN(C2=CC3)C)C)C)C=C1 N-(4-fluorobenzyl)-3-(1,3-dimethyl-1H-indazol-5-yl)-2,5-dimethylpyrazolo[1,5-a]pyrimidin